N1C=C(C=C(C1)C(=O)[O-])C(=O)[O-] pyridine-3,5(6H)-dicarboxylate